4-((6-((4-chloro-2-fluorophenoxy)methyl)pyridin-2-yl)oxy)piperidine-1-Acetic acid ClC1=CC(=C(OCC2=CC=CC(=N2)OC2CCN(CC2)CC(=O)O)C=C1)F